C(C)C=1C=C(C=CC1OC1=CC=C(C=C1)N1C(C=CC1=O)=O)C(C(F)(F)F)(C(F)(F)F)C1=CC(=C(C=C1)OC1=CC=C(C=C1)N1C(C=CC1=O)=O)CC 2,2-bis[3-ethyl-4-(4-maleimidophenoxy)phenyl]hexafluoropropane